C(C)OC(=O)C=1[C@@H](N=C(NC1CBr)C=1SC=CN1)C1=C(C(=CC=C1)F)C (4S)-6-(bromomethyl)-4-(3-fluoro-2-methyl-phenyl)-2-thiazol-2-yl-1,4-dihydropyrimidine-5-carboxylic acid ethyl ester